2,5-diaminobenzene NC1=CC=C(C=C1)N